C[C@@H]1COCC[C@H]1N1C(=CC2=C1N=CN=C2)C#N 7-((3s,4r)-3-methyltetrahydro-2H-pyran-4-yl)-7H-pyrrolo[2,3-d]pyrimidine-6-carbonitrile